FC1=CC=C(C=C1)C=1C(N(C2=CC=CC=C2N1)C)=O 3-(4-fluorophenyl)-1-methylquinoxalin-2(1H)-one